C1(CC1)N1C[C@@H](CCC1)NC=1N=NC(=C(N1)C)C1=C(C=C(C=O)C=C1)OCOCC (R)-4-(3-((1-cyclopropylpiperidin-3-yl)amino)-5-methyl-1,2,4-triazin-6-yl)-3-(ethoxymethoxy)benzaldehyde